C(C)(C)N(N)C1=CC=CC=C1 isopropylphenylhydrazine